1-(4-(3-(4-(((7-((1-acetylpiperidin-4-yl)methoxy)-5-fluoro-4-oxo-3,4-dihydroquinazolin-2-yl)methyl)thio)piperidin-1-yl)prop-1-yn-1-yl)phenyl)dihydropyrimidine-2,4(1H,3H)-dione C(C)(=O)N1CCC(CC1)COC1=CC(=C2C(NC(=NC2=C1)CSC1CCN(CC1)CC#CC1=CC=C(C=C1)N1C(NC(CC1)=O)=O)=O)F